2-pyridylmethyl disulfide N1=C(C=CC=C1)SSC